N-(4-(4-amino-7-methyl-5-(4-((4-methylpyrimidin-2-yl)oxy)phenyl)-7H-pyrrolo[2,3-d]pyrimidin-6-yl)-3,5-dimethylphenyl)methacrylamide NC=1C2=C(N=CN1)N(C(=C2C2=CC=C(C=C2)OC2=NC=CC(=N2)C)C2=C(C=C(C=C2C)NC(C(=C)C)=O)C)C